1'-(2-{[2-(1-hydroxy-2-methylpropan-2-yl)pyrimidin-5-yl]oxy}ethyl)-2-oxo-1,2-dihydrospiro[indole-3,4'-piperidine]-5-carbonitrile OCC(C)(C)C1=NC=C(C=N1)OCCN1CCC2(CC1)C(NC1=CC=C(C=C12)C#N)=O